5-Chloro-3-cyclopropyl-2-(4-(difluoromethyl)pyrimidin-5-yl)-3H-imidazo[4,5-b]pyridin ClC1=CC=C2C(=N1)N(C(=N2)C=2C(=NC=NC2)C(F)F)C2CC2